C(C)N1C(=NN(C1=O)C=1C=C2C(=CC(=NC2=CC1F)C1CCOCC1)C(C)C)CO 4-Ethyl-1-(7-fluoro-4-isopropyl-2-(tetrahydro-2H-pyran-4-yl)quinolin-6-yl)-3-(hydroxymethyl)-1H-1,2,4-triazol-5(4H)-one